2-[4-[1-[4-(2-hydroxyethoxy)-3,5-bis(thianthrene-1-yl)-phenyl]-1-methyl-ethyl]-2,6-bis(thianthrene-1-yl)-phenoxy]ethanol OCCOC1=C(C=C(C=C1C1=CC=CC=2SC3=CC=CC=C3SC12)C(C)(C)C1=CC(=C(OCCO)C(=C1)C1=CC=CC=2SC3=CC=CC=C3SC12)C1=CC=CC=2SC3=CC=CC=C3SC12)C1=CC=CC=2SC3=CC=CC=C3SC12